3-[(1-methyl-1H-imidazol-2-yl)thio]-2-propenoic acid-dodecyl ester C(CCCCCCCCCCC)OC(C=CSC=1N(C=CN1)C)=O